2,6-di-tertbutyl-p-methylphenol C(C)(C)(C)C1=C(C(=CC(=C1)C)C(C)(C)C)O